C(C1=CC=CC=C1)OC(CCCCCCCCCCCCCCCCCN1C(CCC1=O)=O)=O 18-(2,5-dioxopyrrolidin-1-yl)octadecanoic acid-1-benzyl ester